coumarone-6-carboxylic acid O1C=CC2=CC=C(C=C12)C(=O)O